4,4-dimethyl-6-(4,4,5,5-tetramethyl-1,3,2-dioxaborolan-2-yl)-3,1-benzoxazin-2-one CC1(OC(NC2=C1C=C(C=C2)B2OC(C(O2)(C)C)(C)C)=O)C